C(C)(C)(C)OC(=O)N1CCN(CC1)C(=O)C1CCN(CC1)C(=O)OCC1=CC=CC=C1 tert-butyl-4-(1-((benzyloxy)carbonyl)piperidine-4-carbonyl)piperazine-1-carboxylate